CS(=O)(=O)C(C)C1=CC=C(C=C1)NC=1N=CC2=C(N1)CN(CC2)C2=C(C1=C(OCCN1)N=C2)C N-[4-(1-methanesulfonylethyl)phenyl]-7-{8-methyl-1H,2H,3H-pyrido[2,3-b][1,4]oxazin-7-yl}-5H,6H,7H,8H-pyrido[3,4-d]pyrimidin-2-amine